C1OCC2C1C=CCCCCCCCC2 1,3,3a,4,5,6,7,8,9,10,11,13a-dodecahydro-cyclododec[c]furan